BrC=1C=CC=C2CC(C(OC12)C1=C(C=C(C=C1)Cl)F)=O 8-bromo-2-(4-chloro-2-fluorophenyl)chromane-3-one